COCC=1C(C(CC1)CC=O)(C)C 2-[3-(methoxymethyl)-2,2-dimethyl-cyclopent-3-en-1-yl]acetaldehyde